ClC=1C(=CC2=C(N(C=N2)CC)C1)C#CC1=NN(C(=C1C(=O)N)NC)[C@@H]1CN([C@H](C1)CO)C(C=C)=O 3-[2-(6-chloro-1-ethyl-1,3-benzodiazol-5-yl)ethynyl]-1-[(3s,5r)-5-(hydroxymethyl)-1-(prop-2-enoyl)pyrrolidin-3-yl]-5-(methylamino)pyrazole-4-carboxamide